4-bromo-2-fluoro-1-(1-methylcyclopropyl)benzene 4-(Iodomethyl)phenyl-4-(decyloxy)benzoate ICC1=CC=C(C=C1)OC(C1=CC=C(C=C1)OCCCCCCCCCC)=O.BrC1=CC(=C(C=C1)C1(CC1)C)F